FC(C1=NC=CC(=C1)C1=C2CCO[C@@H](C2=CC=C1)CNC(OC(C)(C)C)=O)(F)F tert-butyl (S)-((5-(2-(trifluoromethyl)pyridin-4-yl)isochroman-1-yl)methyl)carbamate